CC(C)(C)P(C(C)(C)C)C(C)(C)C tris(2-methyl-2-propanyl)phosphine